N-(3-iodo-5-methylbenzyl)-5,8-dimethoxy-1,2,3,4-tetrahydronaphthalen-2-amine IC=1C=C(CNC2CC3=C(C=CC(=C3CC2)OC)OC)C=C(C1)C